lauryl alcohol Magnesium salt [Mg].C(CCCCCCCCCCC)O